cis-3-octyl-5-methyl-dihydro-furan-2-one C(CCCCCCC)[C@@H]1C(O[C@@H](C1)C)=O